3-((3-exo)-3-((7-chloro-1,6-naphthyridin-5-yl)amino)-8-azabicyclo[3.2.1]octan-8-yl)propionitrile ClC1=NC(=C2C=CC=NC2=C1)NC1CC2CCC(C1)N2CCC#N